ethyl (2R,3S,4S,5R)-3-(3,4-difluoro-2-hydroxyphenyl)-4,5-dimethyl-5-(trifluoromethyl)tetrahydrofuran-2-carboxylate FC=1C(=C(C=CC1F)[C@H]1[C@@H](O[C@]([C@H]1C)(C(F)(F)F)C)C(=O)OCC)O